C(C)(C)(C)OC(=O)N1[C@@H](C[C@H]([C@@H](C1)CC)O)C (2R,4R,5R)-5-ethyl-4-hydroxy-2-methylpiperidine-1-carboxylic acid tert-butyl ester